BrC(C(=O)OCC1=CC=CC=C1)(C)C benzyl α-bromoisobutyrate